1-acetyl-4-fluoro-N-{[6-fluoro-5-(propan-2-yl)pyridin-2-yl][3-(1-methyl-1H-pyrazol-5-yl)phenyl]methyl}pyrrolidine-2-carboxamide C(C)(=O)N1C(CC(C1)F)C(=O)NC(C1=CC(=CC=C1)C1=CC=NN1C)C1=NC(=C(C=C1)C(C)C)F